ethyl 2-(4-(2-((S)-2-(2-hydroxyphenyl)-5,6,6a,7,9,10-hexahydro-8H-pyrazino[1',2':4,5]pyrazino[2,3-c]pyridazin-8-yl)pyrimidin-5-yl)piperidin-1-yl)spiro[3.5]nonane-7-carboxylate OC1=C(C=CC=C1)C=1C=C2C(=NN1)NC[C@@H]1N2CCN(C1)C1=NC=C(C=N1)C1CCN(CC1)C1CC2(C1)CCC(CC2)C(=O)OCC